(R)-8-isopropyl-2-phenyl-5-(1-(4-(trifluoromethyl)phenyl)ethyl)-2,5,8-triazaspiro[3.5]nonane-6,9-dione C(C)(C)N1CC(N(C2(CN(C2)C2=CC=CC=C2)C1=O)[C@H](C)C1=CC=C(C=C1)C(F)(F)F)=O